COC1=C(N)C=CC(=C1)C 2-methoxy-4-methyl-aniline